N[C@@H](C)C=1N(S(C2=C(C1)C=CC=N2)(=O)=O)C=2C=NNC2 (S)-3-(1-aminoethyl)-2-(1H-pyrazol-4-yl)-2H-pyrido[3,2-e][1,2]Thiazine-1,1-dioxide